C(C1=CC=CC=C1)N1CC2[C@@H](C1)C(CC2)NS(=O)(=O)C2=CC=C(C=C2)OC(F)(F)F (S)-N-(2-benzyloctahydrocyclopenta[c]pyrrol-4-yl)-4-(trifluoromethoxy)benzenesulfonamide